C(C)C(CS(=O)(=O)[O-])CCCCCCCCCCCCCCCC 2-ethylstearyl-sulphonate